methyl 4-((5-(4-fluorophenyl)-1-(4-(trifluoromethyl)benzyl)-1H-indole-7-carboxamido)methyl)benzoate FC1=CC=C(C=C1)C=1C=C2C=CN(C2=C(C1)C(=O)NCC1=CC=C(C(=O)OC)C=C1)CC1=CC=C(C=C1)C(F)(F)F